aminoacetaldehyde DIMETHYL ACETAL COC(CN)OC